NN1C(N(N=CC1=O)C1=CC(=C(C(=C1)Cl)OC=1C=C2C3(C(NC2=CC1)=O)C(C3)(C)C)Cl)=O amino-2-(3,5-dichloro-4-((2,2-dimethyl-2'-oxospiro[cyclopropane-1,3'-indolin]-5'-yl)oxy)phenyl)-1,2,4-triazine-3,5(2H,4H)-dione